Cl.[N+](=O)([O-])OCCOC(C(CC1=CC=C(C=C1)OC(=O)OCCOC1=C(C=C(C=C1C)C1=NC2=CC(=CC(=C2C(N1)=O)OC)OC)C)N)=O 2-amino-3-(4-{2-[4-(5,7-dimethoxy-4-oxo-3,4-dihydro-quinazolin-2-yl)-2,6-dimethyl-phenoxy]-ethoxycarbonyloxy}-phenyl)-propionic acid 2-nitrooxy-ethyl ester hydrochloride